3-{2-[(1S)-8-Chloro-1-ethyl-1H,2H,3H-cyclopenta[c]cinnolin-7-yl]ethynyl}-1-[(3S,5R)-5-(methoxymethyl)-1-(prop-2-enoyl)pyrrolidin-3-yl]-5-(methylamino)pyrazole-4-carboxamide ClC1=CC=2C3=C(N=NC2C=C1C#CC1=NN(C(=C1C(=O)N)NC)[C@@H]1CN([C@H](C1)COC)C(C=C)=O)CC[C@@H]3CC